1-((tert-butyldimethylsilyl)oxy)propan-2-ol [Si](C)(C)(C(C)(C)C)OCC(C)O